ClC1=C(C=C(C=C1)NC(=O)NC1=CC=C(C=C1)OC(F)(F)F)C(F)(F)F 1-(4-chloro-3-(trifluoromethyl)phenyl)-3-(4-(trifluoromethoxy)phenyl)urea